4-trans-1,2-dichloroethylene ClC=CCl